C1(CC1)C1=NN(C2=CC=CC=C12)[C@@H]1C[C@H](C1)CNC=1C=C2C(N(C(C2=CC1)=O)C1C(NC(CC1)=O)=O)=O 5-(((trans-3-(3-cyclopropyl-1H-indazol-1-yl)cyclobutyl)methyl)amino)-2-(2,6-dioxopiperidin-3-yl)isoindoline-1,3-dione